C(C1=CC=CC=C1)OC=1C(=C(OCC(=O)O)C=CC1F)C=O 3-(benzyloxy)-4-fluoro-2-formylphenoxyacetic acid